C(C)(C)(C)OC(=O)N1[C@@H](C[C@H](C1)O)C(N[C@@H](CO)C1=CC=C(C=C1)C1=C(C=CC=C1)Cl)=O (2S,4R)-2-(((R)-1-(2'-chloro-[1,1'-biphenyl]-4-yl)-2-hydroxyethyl)carbamoyl)-4-Hydroxypyrrolidine-1-carboxylic acid tert-butyl ester